C(C)C1=C(C=CC(=C1)O)C1=CC=C2C(=NN(C2=C1F)C1OCCCC1)C=1NC=C(N1)/C=C/[C@H]1N(CCC1)C(=O)OC(C)(C)C tert-butyl (2S)-2-((E)-2-(2-(6-(2-ethyl-4-hydroxyphenyl)-7-fluoro-1-(tetrahydro-2H-pyran-2-yl)-1H-indazol-3-yl)-1H-imidazol-4-yl)vinyl)pyrrolidine-1-carboxylate